BrC1=C(C(=NN1CC1=C(C=CC=C1F)F)C(=O)OCC)C=COC ethyl 5-bromo-1-(2,6-difluorobenzyl)-4-(2-methoxyvinyl)-1H-pyrazole-3-carboxylate